(S)-1-tert-butoxycarbonylpyrrolidine-3-carboxylic acid C(C)(C)(C)OC(=O)N1C[C@H](CC1)C(=O)O